(Z)-2-((4-([1,1'-biphenyl]-3-yl)-6-(4-(oxetan-3-yl)-piperazine-1-carbonyl)quinolin-2-yl)methylene)-1-acetylindolin-3-one C1(=CC(=CC=C1)C1=CC(=NC2=CC=C(C=C12)C(=O)N1CCN(CC1)C1COC1)\C=C\1/N(C2=CC=CC=C2C1=O)C(C)=O)C1=CC=CC=C1